FC1=C(C(=CC(=C1)F)F)C1=C(C=CC=C1)N1N=NC(=C1)CO[C@@H]([C@@](CN1N=CN=C1)(O)C1=C(C=C(C=C1)F)F)C (2R,3R)-3-((1-(2,4,6-trifluorophenylphenyl)-1H-1,2,3-triazol-4-yl)-methoxy)-2-(2,4-difluorophenyl)-1-(1H-1,2,4-triazol-1-yl)butan-2-ol